COC1=C(C(=NC=C1C)CSC1=NC2=C(N1)C=CC(=C2)OC(CNC(=O)OC(C)(C)C)=O)C (t-Butoxycarbonyl)glycine 2-(((4-methoxy-3,5-dimethylpyridin-2-yl) methyl) thio)-1H-benzo[d]imidazol-5-yl ester